methyl (S)-2-((((1-(3-amino-6-chloropyridazin-4-yl)piperidin-4-yl)oxy)carbonyl)amino)-3,3-dimethylbutanoate NC=1N=NC(=CC1N1CCC(CC1)OC(=O)N[C@H](C(=O)OC)C(C)(C)C)Cl